COC(=O)C12C3C=CC(C2CCC1)C3 2-methoxycarbonyltricyclo[5.2.1.02,6]Dec-8-ene